C(C)(C)(C)OC(=O)N1CCC=2N(N=C3CC(NCC1C23)=O)C2=CC=C(C=C2)SC(F)(F)F.C2(=CC=CC=3[Se]C1=C(C32)C=CC=C1)C=1C(=C(C=CC1)C1=CC=CC=C1)C1=NN=NC(=C1C1=CC=CC=C1)C1=CC=CC=C1 (dibenzoselenophenyl)(diphenyltriazinyl)biphenyl tert-butyl-8-oxo-2-(4-((trifluoromethyl)thio)phenyl)-2,3,4,5a,6,7,8,9-octahydro-5H-1,2,5,7-tetraazabenzo[cd]azulene-5-carboxylate